(3S,4S)-3-[(4-Chlorophenoxy)methyl]-4-methyl-2-[6-methyl-3-(2H-1,2,3-triazol-2-yl)pyridin-2-carbonyl]-2-azabicyclo[3.1.1]heptan ClC1=CC=C(OC[C@H]2N(C3CC([C@@H]2C)C3)C(=O)C3=NC(=CC=C3N3N=CC=N3)C)C=C1